N-(1-methyl-1H-indazol-7-yl)-1-(4-(1,2,3-trimethoxypropan-2-yl)pyridin-2-yl)-1H-pyrazole-4-sulfonamide CN1N=CC2=CC=CC(=C12)NS(=O)(=O)C=1C=NN(C1)C1=NC=CC(=C1)C(COC)(COC)OC